2,7-dibromo-9,9-di(3'-hydroxypropanyl)fluorene BrC1=CC=2C(C3=CC(=CC=C3C2C=C1)Br)(CCCO)CCCO